methyl (2S)-2-[[(2S)-2-[(6-chloro-4-methoxy-1H-indole-2-carbonyl)amino]-4,4-dimethyl-pentanoyl]amino]-3-[(3R)-5,5-dimethyl-2-oxo-pyrrolidin-3-yl]propanoate ClC1=CC(=C2C=C(NC2=C1)C(=O)N[C@H](C(=O)N[C@H](C(=O)OC)C[C@H]1C(NC(C1)(C)C)=O)CC(C)(C)C)OC